N[C@@H]1C2=CC=CC=C2CC12CCN(CC2)C2=NC=1C(=NC=C(N1)SC=1C(=NC=CC1)C#N)N2 (S)-3-((2-(1-amino-1,3-dihydrospiro[indene-2,4'-piperidin]-1'-yl)-1H-imidazo[4,5-b]pyrazin-5-yl)thio)picolinonitrile